C(C)NC(NC1=CC2=C(OCC[C@@H]3N(C2)CCN(C3)C(=O)OC(C)(C)C)C=C1C(=O)OC)=O 3-(tert-butyl) 9-methyl (S)-10-(3-ethylureido)-1,2,4,4a,5,6-hexahydro-3H,12H-benzo[b]pyrazino[1,2-e][1,5]oxazocine-3,9-dicarboxylate